4-(4-benzyl-1-piperidinyl)-5-chloro-2-(4-pyridinyl)-1H-pyrimidin-6-one C(C1=CC=CC=C1)C1CCN(CC1)C=1N=C(NC(C1Cl)=O)C1=CC=NC=C1